(tert-butyl)-N-(2-(pyrrolidin-1-yl)ethyl)aniline C(C)(C)(C)N(C1=CC=CC=C1)CCN1CCCC1